(R)-4-((3,4-dioxo-2-((2,5,5-trimethyl-4,5,6,7-tetrahydrobenzo[d]thiazol-4-yl)amino)cyclobut-1-en-1-yl)amino)-3-hydroxy-N-isopropyl-N-methylpicolinamide O=C1C(=C(C1=O)NC1=C(C(=NC=C1)C(=O)N(C)C(C)C)O)N[C@@H]1C(CCC2=C1N=C(S2)C)(C)C